ClC1=C(C=CC(=C1)Cl)[C@@H](C)N1N=C(C=2C1=NC(=CN2)N2CC(C2)[C@H]2CN(CCC2)CCCC(=O)O)C 4-((S)-3-(1-(1-((R)-1-(2,4-Dichlorophenyl)ethyl)-3-methyl-1H-pyrazolo[3,4-b]pyrazin-6-yl)azetidin-3-yl)piperidin-1-yl)butanoic acid